FC(CC(=O)N1[C@@H](CCC1)C1CCN(CC1)C1CC2(C1)CN(CC2)C(=O)OCC)(F)F ethyl (S)-2-(4-(1-(3,3,3-trifluoropropanoyl)pyrrolidin-2-yl)piperidin-1-yl)-6-azaspiro[3.4]octane-6-carboxylate